C(C)(C)OC1=C(C=CC=C1)[C@@H]1CN(CCN1)C (3R)-3-(2-isopropoxyphenyl)-1-methylpiperazine